5H-benzol C=1C=CCCC1